C(C)(C)(C)OC(=O)N[C@H](CC1=CC=C(C=C1)O)C(=O)OC(C)(C)C tert-butyl (tert-butoxycarbonyl)-D-tyrosinate